4-BUTYLPHENYLBORONIC ACID C(CCC)C1=CC=C(C=C1)B(O)O